C(C)(CC)N([Si](O[Si](C)(C)Cl)(C)C)C(C)CC 1-Disecbutylamino-3-chloro-1,1,3,3-tetramethyldisiloxane